OCC1OCCC1O 2-(hydroxymethyl)oxolane-3-ol